[F-].C(CC)[N+]1=CC=C(C=C1)CC 1-propyl-4-ethylpyridinium fluoride salt